C1(=CC=CC=C1)COCCCCCCCCCCCO 11-(phenylmethoxy)-1-undecanol